ClC1=NC(=C(C(=O)NCCO)C=C1)OC 6-chloro-N-(2-hydroxyethyl)-2-methoxynicotinamide